ClC1=CC=C(C=C1)C=1N=C(SC1)NC1CC2(CC(C2)OC2=C(C(=O)N)C=CC=N2)C1 2-(((2S,4s,6S)-6-((4-(4-chlorophenyl)thiazol-2-yl)amino)spiro[3.3]heptan-2-yl)oxy)nicotinamide